ClC1=CC(=C(N=N1)OCCCOC)C 6-chloro-3-(3-methoxypropoxy)-4-methylpyridazine